1-(2-((4-(5-(1H-pyrrol-1-yl)pyridin-3-yl)-1H-1,2,3-triazole-1-yl)methyl)imidazo[1,2-a]pyridin-6-yl)-N-((3-fluorobicyclo[1.1.1]pentan-1-yl)methyl)methylamine N1(C=CC=C1)C=1C=C(C=NC1)C=1N=NN(C1)CC=1N=C2N(C=C(C=C2)CNCC23CC(C2)(C3)F)C1